[N+](=O)([O-])C1=NN=NN1 Nitro-Tetrazol